5-(3-cyclopropoxy-2-methylphenyl)-3-methoxy-4,5,6,7-tetrahydroisobenzofuran-1(3H)-one C1(CC1)OC=1C(=C(C=CC1)C1CC=2C(OC(C2CC1)=O)OC)C